C1=CC=C2C(=C1)C=CC=C2OC3=CC=CC4=CC=CC=C43 Naphthyl ether